N-(3-(3-(2,6-dioxo-piperidin-3-yl)benzofuran-5-yl)prop-2-yn-1-yl)-5-(8-(1-methyl-2-oxoindolin-5-yl)isoquinolin-3-yl)picolinamide O=C1NC(CCC1C1=COC2=C1C=C(C=C2)C#CCNC(C2=NC=C(C=C2)C=2N=CC1=C(C=CC=C1C2)C=2C=C1CC(N(C1=CC2)C)=O)=O)=O